Cl.C(C)OC(=O)[C@@H]1CN(CCC1)N (S)-1-aminopiperidine-3-carboxylic acid ethyl ester hydrochloride